N4-cyclobutyl-N2-(2-methoxy-4-((4-morpholino-piperidin-1-yl)sulfonyl)phenyl)-7H-pyrrolo[2,3-d]pyrimidine-2,4-diamine 2,2,2-trifluoroacetate FC(C(=O)O)(F)F.C1(CCC1)NC=1C2=C(N=C(N1)NC1=C(C=C(C=C1)S(=O)(=O)N1CCC(CC1)N1CCOCC1)OC)NC=C2